methyl-1,8-octanediol CC(CCCCCCCO)O